(S)-methyl 2-(2,6-dichlorobenzamido)-3-(2-(3-guanidinobenzamido)acetamido)propanoate ClC1=C(C(=O)N[C@H](C(=O)OC)CNC(CNC(C2=CC(=CC=C2)NC(=N)N)=O)=O)C(=CC=C1)Cl